ClC=1C2=CN(N=C2C(=C(C1)C=1C=NC(=NC1)N1CCOCC1)Cl)C(C(=O)NC=1SC=CN1)C1=C2N(C=N1)C[C@@H](C2)F 2-(4,7-dichloro-6-(2-morpholinopyrimidin-5-yl)-2H-indazol-2-yl)-2-((R)-6-fluoro-6,7-dihydro-5H-pyrrolo[1,2-c]imidazol-1-yl)-N-(thiazol-2-yl)acetamide